COC1=CC=C2C(=N1)C(=C(N2COCC[Si](C)(C)C)C2=CC(=NC=C2)N)C2=NC=CC=C2 4-[5-methoxy-3-(pyridin-2-yl)-1-{[2-(trimethylsilyl)ethoxy]methyl}-1H-pyrrolo[3,2-b]pyridin-2-yl]pyridin-2-amine